((methylamino)methyl)pyrido[3,4-d]pyridazin CNCC1=C2C(=CN=N1)C=NC=C2